C[C@@H]1O[C@@H](CN(C1)C1=CC=CC(=N1)C1=NC2=CC(=NC=C2C=C1)CNC(=O)C1=CC2=C(CN(CC(S2(=O)=O)F)C)C=C1)C N-((2-(6-((2S,6R)-2,6-dimethylmorpholino)pyridin-2-yl)-1,6-naphthyridin-7-yl)methyl)-2-fluoro-4-methyl-2,3,4,5-tetrahydrobenzo[f][1,4]thiazepine-8-carboxamide 1,1-dioxide